2-CYCLOHEXYL-7-METHYL-1H-INDOLE-3-CARBOXALDEHYDE C1(CCCCC1)C=1NC2=C(C=CC=C2C1C=O)C